tert-butyl (1-amino-1-oxopropan-2-yl)carbamate NC(C(C)NC(OC(C)(C)C)=O)=O